N-methyl-N-dodecylanilinium [tetrakis(perfluorophenyl) borate] FC1=C(C(=C(C(=C1F)F)F)F)[B-](C1=C(C(=C(C(=C1F)F)F)F)F)(C1=C(C(=C(C(=C1F)F)F)F)F)C1=C(C(=C(C(=C1F)F)F)F)F.C[NH+](C1=CC=CC=C1)CCCCCCCCCCCC